[Cl-].C[C@H]1C[NH2+]CC(=C1)C=1SC=CC1 |r| (±)-3-Methyl-5-(thiophen-2-yl)-1,2,3,6-tetrahydropyridin-1-ium chloride